1-(6-chloro-7-(2-fluorophenyl)quinazolin-4-yl)-N-(2,3,5,6-tetrafluoro-4-(methylsulfonyl)phenyl)azetidin-3-amine ClC=1C=C2C(=NC=NC2=CC1C1=C(C=CC=C1)F)N1CC(C1)NC1=C(C(=C(C(=C1F)F)S(=O)(=O)C)F)F